3-(2-(4-Methoxybenzoyl)-1,2,3,4-tetrahydroisoquinolin-5-yl)3-phenylpropionic acid ethyl ester C(C)OC(CC(C1=CC=CC=C1)C1=C2CCN(CC2=CC=C1)C(C1=CC=C(C=C1)OC)=O)=O